O=C1NC(CCC1N1C(C2=CC=C(C(=C2C1)F)C(=O)N[C@@H](C(F)(F)F)C1=C(C=CC=C1)F)=O)=O 2-(2,6-dioxopiperidin-3-yl)-4-fluoro-1-oxo-N-((R)-2,2,2-trifluoro-1-(2-fluorophenyl)ethyl)isoindoline-5-carboxamide